O=C(CCCC(=O)O)C1=NC=CC=C1 5-oxo-5-(2-pyridinyl)pentanoic acid